NC1=C(C(=C(C=O)C=C1[N+](=O)[O-])F)F 4-AMINO-2,3-DIFLUORO-5-NITROBENZALDEHYDE